C(C1=CC=CC=C1)C1=C(OC(CO)C)C=CC(=C1)C 2-(2-benzyl-4-methylphenoxy)propan-1-ol